5-bromo-N-(2-carbamoyl-4-chloro-6-methyl-phenyl)-2-cyclopropyl-pyrazole-3-carboxamide BrC=1C=C(N(N1)C1CC1)C(=O)NC1=C(C=C(C=C1C)Cl)C(N)=O